1-(4-methoxyphenyl)-ethanone COC1=CC=C(C=C1)C(C)=O